FC1=C(C=2C3=C(C(OC2C=C1CCCCC)(C)C)C=CC(=C3)C)O 2-fluoro-6,6,9-trimethyl-3-pentyl-6H-benzo[c]chromen-1-ol